C(C1=CC=CC=C1)C1=C(C=NC=C1C)C1=CC=NC2=CC(=CC=C12)OC 4-(4-Benzyl-5-methylpyridin-3-yl)-7-methoxyl-quinoline